2-((1R,3R)-1-Acetoxy-3-((2S,3S)-N-(hex-5-yn-1-yl)-3-methyl-2-((R)-1-methylpiperidine-2-carboxamido)pentanamido)-4-methylpentyl)thiazole-4-carboxylic acid C(C)(=O)O[C@H](C[C@H](C(C)C)N(C([C@H]([C@H](CC)C)NC(=O)[C@@H]1N(CCCC1)C)=O)CCCCC#C)C=1SC=C(N1)C(=O)O